ethyl (3S)-3-[(2S)-2-amino-4-methylpentanamido]-3-{4,4'-difluoro-2',5,6'-trimethyl-[1,1'-biphenyl]-3-yl}propanoate hydrochloride Cl.N[C@H](C(=O)N[C@@H](CC(=O)OCC)C=1C=C(C=C(C1F)C)C1=C(C=C(C=C1C)F)C)CC(C)C